ClC1=CC(=NC=N1)NC(C=C)=O N-(6-chloropyrimidin-4-yl)acrylamide